1-(6-(3-(1-Cyanopyrrolidin-2-yl)-1,2,4-oxadiazol-5-yl)pyrazin-2-yl)-1H-pyrazole-4-carbonitrile C(#N)N1C(CCC1)C1=NOC(=N1)C1=CN=CC(=N1)N1N=CC(=C1)C#N